N-[(1r,2s)-2-hydroxy-1-hydroxymethyl-2-(4-nitrophenyl)-ethyl]-acetamide O[C@H]([C@@H](CO)NC(C)=O)C1=CC=C(C=C1)[N+](=O)[O-]